ClC([C@@H](CO)NCC(F)F)=C (2R)-3-chloro-2-[(2,2-difluoroethyl)amino]but-3-en-1-ol